(4H)-dibenzofuran-formaldehyde C1(=CCCC=2OC3=C(C21)C=CC=C3)C=O